{2-[5-(2-chloropyrimidin-4-yl)-4-[2-fluoro-3-(propane-1-sulfonamido)phenyl]-1,3-thiazol-2-yl]-2-methylpropyl}oxane-4-carboxamide ClC1=NC=CC(=N1)C1=C(N=C(S1)C(CC1OCCC(C1)C(=O)N)(C)C)C1=C(C(=CC=C1)NS(=O)(=O)CCC)F